1-methyl-3-(2-chloro-4-pyrimidinyl)indole CN1C=C(C2=CC=CC=C12)C1=NC(=NC=C1)Cl